FC=1C(=C(C=C2C=CC(=CC12)OCC1(CC1)CC#N)O)N1S(NC(C1)=O)(=O)=O [1-({[8-fluoro-6-hydroxy-7-(1,1,4-trioxo-1λ6,2,5-thiadiazolidin-2-yl)naphthalen-2-yl]oxy}methyl)cyclopropyl]acetonitrile